Cl.N[C@H]([C@H](CC1C(NC(N(C1=O)C1CCOCC1)=O)=O)F)C1=CC=2CCC2C=C1F 5-((2S,3S)-3-amino-2-fluoro-3-(4-fluorobicyclo[4.2.0]oct-1(6),2,4-trien-3-yl)propyl)-1-(tetrahydro-2H-pyran-4-yl)pyrimidine-2,4,6(1H,3H,5H)-trione hydrochloride